dibutyldiiodosilane C(CCC)[Si](I)(I)CCCC